[N+](=O)([O-])[Fe]S(=O)(=O)[O-] nitro-sulfonatoiron